1-(4-Hydroxy-3-(5H-imidazo[5,1-a]isoindol-5-yl)piperidin-1-yl)ethan-1-on OC1C(CN(CC1)C(C)=O)C1N2C(C3=CC=CC=C13)=CN=C2